C1(CCCCC1)N1C=NC(=C1I)I 1-cyclohexyl-4,5-diiodo-1H-imidazole